C(=O)(OCC1=CC=CC=C1)NC1=CC=CC=C1 Cbz-aniline